ClC1=CC=C(C=C1)C=1C(=CC=CC1)C(=O)N1C2CN(CC1CC2)CC=2C=C1CN(C(C1=CC2)=O)C2C(NC(CC2)=O)=O 3-(5-((8-(4'-chloro-[1,1'-biphenyl]-2-carbonyl)-3,8-diazabicyclo[3.2.1]oct-3-yl)methyl)-1-oxoisoindolin-2-yl)piperidine-2,6-dione